4-(4-cyclopropyl-1H-imidazol-1-yl)pyridin-2-amine C1(CC1)C=1N=CN(C1)C1=CC(=NC=C1)N